3,5-dichloro-1,2,4-triazine-6-carbonitrile ClC=1N=NC(=C(N1)Cl)C#N